1-({3,4-difluoro-2-[(2-fluoro-4-iodophenyl)amino]phenyl}carbonyl)-3-({[(1S,2S)-2-hydroxycyclopentyl]amino}methyl)azetidin-3-ol acetate salt C(C)(=O)O.FC=1C(=C(C=CC1F)C(=O)N1CC(C1)(O)CN[C@@H]1[C@H](CCC1)O)NC1=C(C=C(C=C1)I)F